(1S,2S)-2-[5-(5-bromo-2-fluoro-benzyloxy)-pyridin-2-yl]Cyclopropanecarboxylic acid ethyl ester C(C)OC(=O)[C@@H]1[C@H](C1)C1=NC=C(C=C1)OCC1=C(C=CC(=C1)Br)F